[C@H]1([C@H](C(=O)O[C@H]1[C@@H](C(=O)[O-])O)O)O The molecule is a carbohydrate acid anion resulting from the removal of a proton from the carboxylic acid group of D-galactaro-1,4-lactone. It is a conjugate base of a D-galactaro-1,4-lactone.